N1(N=CN=C1)C[C@@]1(C[C@@H](CO1)COC1=C(C=C(C=C1)N1CCN(CC1)C1=CC=C(C(=O)NC2=CC=C(C=C2)F)C=C1)C#N)C1=C(C=C(C=C1)F)F 4-(4-(4-(((3R,5R)-5-((1H-1,2,4-Triazol-1-yl)Methyl)-5-(2,4-Difluorophenyl)Tetrahydrofuran-3-yl)Methoxy)-3-Cyanophenyl)Piperazin-1-yl)-N-(4-Fluorophenyl)Benzamide